N1=CC=CC2=CC=C(C=C12)COC1=CC=CC(=N1)C1CCNCC1 4-(6-(quinolin-7-ylmethoxy)pyridin-2-yl)piperidine